(R)-1-(naphthalen-1-yl)ethan-1-amine C1(=CC=CC2=CC=CC=C12)[C@@H](C)N